FC=1C=C(C=CC1F)[C@H]1[C@@H](C1)C(=O)N (1R,2R)-2-(3,4-difluorophenyl)-1-cyclopropylformamide